OCCN(CCN1C(=NC2=C3CC[C@@H](NC3=CC=C21)C)CCN2N=CC=C2)C (7S)-3-{2-[(2-Hydroxyethyl)(methyl)amino]ethyl}-7-methyl-2-[2-(1H-pyrazol-1-yl)ethyl]-3H,6H,7H,8H,9H-imidazo[4,5-f]chinolin